BrC1=CC=C2[C@@]3(CC=4C(=NOC4C2=C1)N)[C@H]([C@@H]3C)F (1S,2S,3R)-8'-bromo-2-fluoro-3-methyl-4'H-spiro[cyclopropane-1,5'-naphtho[2,1-d]isoxazol]-3'-amine